benzyl (S)-2-amino-3-(3-(((((4aR,10aR)-7-(benzyloxy)-1-propyl-1,2,3,4,4a,5,10,10a-octahydrobenzo[g]quinolin-6-yl)oxy)carbonyl)amino)phenyl)propanoate trifluoroacetate FC(C(=O)O)(F)F.N[C@H](C(=O)OCC1=CC=CC=C1)CC1=CC(=CC=C1)NC(=O)OC1=C(C=CC2=C1C[C@H]1CCCN([C@@H]1C2)CCC)OCC2=CC=CC=C2